2-(2-isopropylphenyl)-7-methyl-9-(4-((5-methylisoxazol-3-yl)methoxy)benzyl)-7,9-dihydro-8H-purin-8-one C(C)(C)C1=C(C=CC=C1)C1=NC=C2N(C(N(C2=N1)CC1=CC=C(C=C1)OCC1=NOC(=C1)C)=O)C